2-fluoro-4-methyl-5-[(2-methyl-1,3-thiazole-5-carbonyl)amino]benzoyl chloride FC1=C(C(=O)Cl)C=C(C(=C1)C)NC(=O)C1=CN=C(S1)C